C(C)N1N=CC(=C1)C1=NNC2=CN=C(C=C21)C2=C(C=C(C=C2C)CNC)F 1-(4-(3-(1-ethyl-1H-pyrazol-4-yl)-1H-pyrazolo[3,4-c]pyridin-5-yl)-3-fluoro-5-methylphenyl)-N-methylmethanamine